chlorodimethyl-(2-(trimethoxysilyl)ethyl)silane Cl[Si](CC[Si](OC)(OC)OC)(C)C